FC1=CC=C(OCCOC2=CC=C3CCC(OC3=C2)C(=O)NOC2OCCCC2)C=C1 7-(2-(4-fluorophenoxy)ethoxy)-N-((tetrahydro-2H-pyran-2-yl)oxy)chromane-2-carboxamide